P(=O)(OCC(COCCCCCCCCCCCCCCCCCC)OCC1=CC=CC=C1)(OC1=CC=C(C=C1)[N+](=O)[O-])OC1=CC=C(C=C1)[N+](=O)[O-] 2-(benzyloxy)-3-(octadecyloxy)propyl bis(4-nitrophenyl) phosphate